[C@@H]12OC[C@@H](N(C1)CC=1C=C3C(C(=COC3=C(C1)C)C1=NC(=CC(=C1)C1=C(C=C(C#N)C=C1)C1=NN=CN1C)C1CC1)=O)C2 4-(2-(6-(((1S,4S)-2-oxa-5-azabicyclo[2.2.1]hept-5-yl)methyl)-8-methyl-4-oxo-4H-chromen-3-yl)-6-cyclopropylpyridin-4-yl)-3-(4-methyl-4H-1,2,4-triazol-3-yl)benzonitrile